COCCNC(=O)N1CCN(CC1)C1=NC(=NC(=C1)NC1=CC2=C(C=N1)C=NN2CC(F)(F)F)N2CCCC2 N-(2-methoxyethyl)-4-[2-(pyrrolidin-1-yl)-6-{[1-(2,2,2-trifluoroethyl)-1H-pyrazolo[4,3-c]pyridin-6-yl]amino}pyrimidin-4-yl]piperazine-1-carboxamide